C[C@@H]1N(C[C@@H](N(C1)CC1CCOCC1)C)CC=1C=CC2=C(C(=NO2)N2C(NC(CC2)=O)=O)C1 1-(5-(((2S,5S)-2,5-dimethyl-4-((tetrahydro-2H-pyran-4-yl)methyl)piperazin-1-yl)methyl)benzo[d]isoxazol-3-yl)dihydropyrimidine-2,4(1H,3H)-dione